[2H]C(C(C)(C)C)([2H])C1=CC(=NC=C1C([2H])([2H])[2H])C=1C=CC=C2C3=CC=C4C5=CC=C(C=C5OC4=C3OC12)C#N 18-[4-(1,1-dideuterio-2,2-dimethyl-propyl)-5-(trideuteriomethyl)-2-pyridyl]-3,20-dioxapentacyclo[11.7.0.02,10.04,9.014,19]icosa-1,4,6,8,10,12,14,16,18-nonaene-6-carbonitrile